methyl 4-(2-(4-chloro-3-fluorophenoxy)acetamido)-3-oxobicyclo[2.2.2]octane-1-carboxylate ClC1=C(C=C(OCC(=O)NC23C(CC(CC2)(CC3)C(=O)OC)=O)C=C1)F